1-(2-Fluoro-ethyl)-2-(6-trifluoromethoxy-benzothiazol-2-ylamino)-1H-benzoimidazole-5-carboxylic acid methylamide CNC(=O)C1=CC2=C(N(C(=N2)NC=2SC3=C(N2)C=CC(=C3)OC(F)(F)F)CCF)C=C1